5-(benzyloxy)-1-(4-(2-((tert-butyldimethylsilyl)oxy)ethyl)benzyl)-3-fluoro-2-(o-tolyl)-1H-indole C(C1=CC=CC=C1)OC=1C=C2C(=C(N(C2=CC1)CC1=CC=C(C=C1)CCO[Si](C)(C)C(C)(C)C)C1=C(C=CC=C1)C)F